CO[C@]1(C(N(C2=NC=CC(=C21)B2OC(C(O2)(C)C)(C)C)C2OCCCC2)=O)C (3R)-3-methoxy-3-methyl-1-tetrahydropyran-2-yl-4-(4,4,5,5-tetramethyl-1,3,2-dioxaborolan-2-yl)pyrrolo[2,3-b]pyridin-2-one